(R)-3-(6-(2-Benzylazetidin-1-yl)-1-methyl-1H-pyrazolo[3,4-d]pyrimidin-3-yl)-2,6-difluoro-5-(trifluoromethyl)phenol C(C1=CC=CC=C1)[C@H]1N(CC1)C1=NC=C2C(=N1)N(N=C2C=2C(=C(C(=C(C2)C(F)(F)F)F)O)F)C